tert-butyl 4-[[1-[5-(1-methoxycarbonyl-2-methyl-propyl)isoxazol-3-yl]azetidin-3-yl]methyl]piperidine-1-carboxylate COC(=O)C(C(C)C)C1=CC(=NO1)N1CC(C1)CC1CCN(CC1)C(=O)OC(C)(C)C